ClC1=CC=2C(=NSC2N2CCNCC2)C(=C1C=1C=C(C=C2C=NN(C12)C)OC)F 5-chloro-7-fluoro-6-(5-methoxy-1-methyl-1H-indazol-7-yl)-3-(piperazin-1-yl)benzo[c]isothiazole